2-(3,8-diazabicyclo[3.2.1]oct-8-yl)-N-(2-isopropoxyethyl)benzo[d]thiazole-6-carboxamide C12CNCC(CC1)N2C=2SC1=C(N2)C=CC(=C1)C(=O)NCCOC(C)C